perfluorophenyl 12-(2,5-dioxo-2,5-dihydro-1H-pyrrol-1-yl)dodecanoate O=C1N(C(C=C1)=O)CCCCCCCCCCCC(=O)OC1=C(C(=C(C(=C1F)F)F)F)F